CC1CCN(CC1)C1=CC=C(C=C1)NC1=NC=CC(=N1)N1OCCC1C1=CC=CC=C1 N-(4-(4-methylpiperidin-1-yl)phenyl)-4-(3-phenylisoxazolidin-2-yl)pyrimidin-2-amine